5-(1-methyl-3-(trifluoromethyl)-1H-pyrazol-4-yl)-2-(4-phenylpyridin-3-yl)-3,4-dihydroisoquinolin-1(2H)-one CN1N=C(C(=C1)C1=C2CCN(C(C2=CC=C1)=O)C=1C=NC=CC1C1=CC=CC=C1)C(F)(F)F